C(#N)C1=CC(=NO1)C(=O)NC1C[C@H]2CC[C@@H](C1)N2S(=O)(=O)CC2CCN(CC2)C 5-cyano-N-((1R,3r,5S)-8-(((1-methylpiperidin-4-yl)methyl)sulfonyl)-8-azabicyclo[3.2.1]octan-3-yl)isoxazole-3-carboxamide